O=C1C2=C(NC3=C(N1)C=C(C=C3)OC(F)(F)F)C=CC(=C2)C2=CC=C(C=C2)NS(=O)(=O)C N-(4-(11-oxo-8-(trifluoromethoxy)-10,11-dihydro-5H-dibenzo[b,e][1,4]diazepin-2-yl)phenyl)methanesulfonamide